FC1=CC=C(C=C1)C=1C(=NN(C1C(F)(F)F)CC(=O)OCC)C1=CC=C(C=C1)S(=O)(=O)C ethyl [4-(4-fluorophenyl)-3-[4-(methylsulfonyl)phenyl]-5-(trifluoromethyl)-1H-pyrazol-1-yl]acetate